C(C)(=O)OCCCC1(CCC2=C(SC(=C2C(=O)OCC)N)C1)CC1CC1 Ethyl 6-(3-acetoxypropyl)-2-amino-6-(cyclopropylmethyl)-4,5,6,7-tetrahydrobenzo[b]thiophene-3-carboxylate